C(C)(C)N1C=NC(=C1)C(=O)N1C[C@H]2C([C@H]2C1)C(=O)O (1R,5S,6r)-3-[(1-isopropyl-1H-imidazol-4-yl)carbonyl]-3-azabicyclo[3.1.0]Hexane-6-carboxylic acid